CCC(O)O propanediol